O.ClC=1C=C(C=C(C1)Cl)NN 3,5-dichlorophenylhydrazine hydrate